ethyl (S)-3-(3-aminophenyl)-3-(3-(4-hydroxy-1-methyl-2-oxo-1,2-dihydropyridin-3-yl)ureido)propanoate NC=1C=C(C=CC1)[C@H](CC(=O)OCC)NC(=O)NC=1C(N(C=CC1O)C)=O